8-chloro-3-(5-(difluoromethyl)-1,3,4-thiadiazol-2-yl)-N-(4-methoxybenzyl)-N-(1-(methyl-d3)cyclopropyl)imidazo[1,5-a]pyridine-6-sulfonamide ClC=1C=2N(C=C(C1)S(=O)(=O)N(C1(CC1)C([2H])([2H])[2H])CC1=CC=C(C=C1)OC)C(=NC2)C=2SC(=NN2)C(F)F